[PH2]([O-])=O.OC(C[Al+2])O.[PH2]([O-])=O dihydroxyethyl-aluminum phosphinate